C(C)OC(=O)C=1C(=NN(C1)C1=NC=CC(=C1)Br)C.FC1(CCN(CC1)C1C(N(CCC1)C(=O)NCCCCC1=CC=CC=C1)(C)C)F (4,4-difluoro-1-piperidinyl)-2,2-dimethyl-N-(4-phenylbutyl)piperidine-1-carboxamide ethyl-1-(4-bromopyridin-2-yl)-3-methyl-1H-pyrazole-4-carboxylate